S(=O)(OCC(F)F)OCCC(F)F (2,2-difluoroethyl) (3,3-difluoropropyl) sulfite